C(C)(C)OC=1C(=C(C=C2C(C=CNC12)=O)F)N1CCN(CC1)C 8-isopropoxy-6-fluoro-7-(4-methylpiperazin-1-yl)-quinolin-4(1H)-one